(1S,4s)-4-(8-(4-cyano-2,6-difluorophenylamino)-2-((R)-tetrahydrofuran-3-ylamino)-9H-purin-9-yl)cyclohexanecarboxamide C(#N)C1=CC(=C(C(=C1)F)NC=1N(C2=NC(=NC=C2N1)N[C@H]1COCC1)C1CCC(CC1)C(=O)N)F